C(CCCCCCCCCCCCCCC)(=O)OCC(COC(NC1CN(C1)C(C)C)=O)OC(CCCCCCCCCCCCCCC)=O 3-(((1-isopropylazetidin-3-yl)carbamoyl)oxy)propane-1,2-diyl dipalmitate